N-(3-(3-(6-bromo-7-(((S)-1-(ethyl-sulfonyl)pyrrolidine-3-yl)amino)-1H-imidazo[4,5-b]pyridine-2-yl)-2,5-dimethyl-1H-pyrrol-1-yl)-2-methylphenyl)-3-(dimethylamino)propanamide BrC=1C(=C2C(=NC1)N=C(N2)C2=C(N(C(=C2)C)C=2C(=C(C=CC2)NC(CCN(C)C)=O)C)C)N[C@@H]2CN(CC2)S(=O)(=O)CC